C1(=CC=CC=C1)N(C(O)=O)C1=NOC2=NC(=C(C(=C21)C)Cl)C.FC=2N(C(C(N2)(F)F)(F)F)C(C(C(C(C(C(C(C(F)(F)F)(F)F)(F)F)(F)F)(F)F)(F)F)(F)F)(F)F perfluorooctyl-imidazoline Phenyl-(5-chloro-4,6-dimethylisoxazolo[5,4-b]pyridin-3-yl)carbamate